tert-butyl (R)-4-((6-((5-(difluoromethoxy)-1H-pyrazol-3-yl)amino)pyrazin-2-yl)oxy)-2,2-dimethylpiperidine-1-carboxylate FC(OC1=CC(=NN1)NC1=CN=CC(=N1)O[C@H]1CC(N(CC1)C(=O)OC(C)(C)C)(C)C)F